COC1=C(C=CC(=C1)C(F)(F)F)C1=C2C(=C(N=N1)O)C=NC=C2 1-(2-methoxy-4-(trifluoromethyl)phenyl)pyrido[3,4-d]pyridazin-4-ol